CN(C1=CC=C(C=C1)C1=CC(=CC=C1)[C@H]1C[C@@H](CC2=CC=CC=C12)N(C)C)C Trans-4-(4'-(dimethylamino)-[1,1'-biphenyl]-3-yl)-N,N-dimethyl-1,2,3,4-tetra-hydronaphthalen-2-amine